1-(4-((1R,2R)-4,4-difluoro-6-hydroxy-2-isopropyl-1,2,3,4-tetrahydronaphthalen-1-yl)phenyl)piperidine-4-carbaldehyde FC1(C[C@@H]([C@@H](C2=CC=C(C=C12)O)C1=CC=C(C=C1)N1CCC(CC1)C=O)C(C)C)F